N-[(2,6-dimethyltetrahydropyran-4-ylidene)amino]Carbamic acid tert-butyl ester C(C)(C)(C)OC(NN=C1CC(OC(C1)C)C)=O